1,4-dibromononane BrCCCC(CCCCC)Br